2,7-Dimethyl-5-[6-(piperidin-4-yl)imidazo[2,1-b][1,3]thiazol-2-yl]-2H-indazol CN1N=C2C(=CC(=CC2=C1)C1=CN2C(S1)=NC(=C2)C2CCNCC2)C